2-ethynyl-3-[(4-methoxyphenyl)methyl]quinazolin-4-one C(#C)C1=NC2=CC=CC=C2C(N1CC1=CC=C(C=C1)OC)=O